C1=CC=C(C=C1)C(=O)N[C@@H](CCCN=C(N)N)C(=O)O N-α-benzoyl-L-arginine